ClC=1C2=C(N=CN1)N(C=C2)C2C(CCCC2)=O (4-chloro-7H-pyrrolo[2,3-d]pyrimidin-7-yl)cyclohexan-1-one